O1CCN(CC2=C1C=NC=C2)C(=O)C2=NNC1=CC=CC=C21 3,5-dihydro-2H-pyrido[4,3-f][1,4]oxazepin-4-yl(1H-indazol-3-yl)methanone